ClC1=CC2=C(N=CN(C2=O)CC2(CCN(CC2)C(C2=C(C=CC=C2)Cl)=O)O)N1C1=CC=C(C=C1)[C@@H]1CO[C@H](CN1C(=O)OC(C)(C)C)C tert-Butyl (2S,5R)-5-(4-(6-chloro-3-((1-(2-chlorobenzoyl)-4-hydroxypiperidin-4-yl)methyl)-4-oxo-3,4-dihydro-7H-pyrrolo[2,3-d]pyrimidin-7-yl)phenyl)-2-methylmorpholine-4-carboxylate